N1CCC(CC1)N1N=C(C(=C1)C(=O)N)C(=O)N 1-(piperidin-4-yl)-1H-pyrazole-3,4-dicarboxamide